7-fluoro-2-(pyridin-4-yl)[1,2,4]triazolo[1,5-c]quinazolin FC1=CC=CC=2C=3N(C=NC12)N=C(N3)C3=CC=NC=C3